1,5-Anhydro-2,4-dideoxy-2-[({2-(5-fluoropyridin-3-yl)-3-oxo-6-[6-(trifluoromethyl)pyridin-3-yl]-2,3-dihydropyridazine-4-yl}carbonyl)amino]-D-erythro-pentitol FC=1C=C(C=NC1)N1N=C(C=C(C1=O)C(=O)N[C@H]1COCC[C@H]1O)C=1C=NC(=CC1)C(F)(F)F